[C@H]1(OCCC2=CC=CC=C12)C1CNC1 (S)-3-(isochroman-1-yl)azetidine